N-(3-chloro-5-fluoro-phenyl)-6-(1,6-diazaspiro[3.3]heptan-6-yl)pyrido[3,2-d]pyrimidin-4-amine ClC=1C=C(C=C(C1)F)NC=1C2=C(N=CN1)C=CC(=N2)N2CC1(CCN1)C2